NC1=CC(=C(C(=C1)C)N1C=NC(=C(C1=O)C(=O)OC)N(CC1=CC=C(C=C1)OC)CC1=CC=C(C=C1)OC)Cl methyl 1-(4-amino-2-chloro-6-methylphenyl)-4-(bis(4-methoxybenzyl)amino)-6-oxo-1,6-dihydropyrimidine-5-carboxylate